(R)-3-methyl-2-(2,2,7-trifluoro-3-oxo-6-(perfluorophenyl)-2,3-dihydro-4H-benzo[b][1,4]oxazin-4-yl)butanoic acid CC([C@H](C(=O)O)N1C2=C(OC(C1=O)(F)F)C=C(C(=C2)C2=C(C(=C(C(=C2F)F)F)F)F)F)C